(S)-(3-aminopyrrolidin-1-yl)(5-(4-(4-ethylpiperazin-1-yl)phenyl)-3-methylthiophen-2-yl)methanone N[C@@H]1CN(CC1)C(=O)C=1SC(=CC1C)C1=CC=C(C=C1)N1CCN(CC1)CC